dihydrogen phosphate monohydrate propyl-gallate C(CC)C1=C(C(=O)O)C=C(C(=C1O)O)O.O.P(=O)(O)(O)O